O1CCC2=C1C=CC(=C2)C2=CC=NN2 5-(2,3-dihydrobenzofuran-5-yl)-1H-pyrazole